FC1(CCC(CC1)NC(C(C=1C=NC=CC1)(C)N(C(=O)[C@@H]1N(C[C@](C1)(C)O)C(=O)OC(C)(C)C)C1=CC=C(C=C1)S(F)(F)(F)(F)F)=O)F tert-butyl (2R,4R)-2-[[2-[(4,4-difluorocyclohexyl)amino]-1-methyl-2-oxo-1-(3-pyridyl)ethyl]-[4-(pentafluoro-λ6-sulfanyl)phenyl]carbamoyl]-4-hydroxy-4-methyl-pyrrolidine-1-carboxylate